FC=1C=C(C=C(C1)OC)C1=CC=C(C=C1)CC=1C(=C(SC1C)C)C(=O)NC1CC2(CC(C2)C(=O)OC)C1 Methyl (2S,4S,6S)-6-(4-((3'-fluoro-5'-methoxy-[1,1'-biphenyl]-4-yl)methyl)-2,5-dimethylthiophene-3-carboxamido)spiro[3.3]heptane-2-carboxylate